C1=CN(C=C(C1=N)C(=O)O)[C@H]2[C@@H]([C@@H]([C@H](O2)CO)O)O The molecule is a pyridine nucleoside comprising 4-imino-1,4-dihydro-3-pyridinecarboxylic acid as the nucleobase having the beta-ribofuranosyl moiety attached at position 1. A toxin produced by poisonous mushrooms. It has a role as a toxin and a fungal metabolite. It is a pyridine nucleoside, an imine and a pyridinemonocarboxylic acid. It derives from a D-ribosylnicotinic acid.